ethyl 3-chloro-4-(3-chlorophenyl)-2,4-dioxobutyrate ClC(C(C(=O)OCC)=O)C(=O)C1=CC(=CC=C1)Cl